FC1(CCC(CC1)[C@@H](C=1OC2=C(N1)C=C(C=C2)[C@H](COC)N2C(N[C@@H](C2)C(F)(F)F)=O)NC(OC(C)(C)C)=O)F Tert-butyl ((S)-(4,4-difluorocyclohexyl)(5-((R)-2-methoxy-1-((S)-2-oxo-4-(trifluoromethyl)imidazolidin-1-yl)ethyl)benzo[d]oxazol-2-yl)methyl)carbamate